CC=1N(C(=CC1C(CN1CCCCC1)=O)C)C1=CC=C(C=C1)C#CC 1-(2,5-Dimethyl-1-(4-(prop-1-yn-1-yl)phenyl)-1H-pyrrol-3-yl)-2-(piperidin-1-yl)ethanone